4-(1-hydroxyethyl)-6-(1H-imidazol-1-yl)-N-(4-(2-methoxyethoxy)cyclohexyl)picolinamide OC(C)C1=CC(=NC(=C1)N1C=NC=C1)C(=O)NC1CCC(CC1)OCCOC